(E)-3-((2-(2-((4-(trifluoromethyl)phenyl)amino)pyrimidin-4-yl)phenyl)diazenyl)benzoic acid FC(C1=CC=C(C=C1)NC1=NC=CC(=N1)C1=C(C=CC=C1)/N=N/C=1C=C(C(=O)O)C=CC1)(F)F